3-diethylamino-chlorobenzoate C(C)N(C=1C(=C(C(=O)[O-])C=CC1)Cl)CC